C(#N)C1=CC=C(C=C1)NC(=O)C1CC(CCC1C(C)C)C Menthyl-carboxylic acid-N-(4-cyanophenyl) amide